C(C)(C)[Mg]Cl iso-propyl-magnesium chloride